4-(4-((2-ethyl-8-fluoro-3-oxo-3,4-dihydroquinoxalin-6-yl)methyl)piperazin-1-yl)-2-fluorobenzonitrile C(C)C1=NC2=C(C=C(C=C2NC1=O)CN1CCN(CC1)C1=CC(=C(C#N)C=C1)F)F